hexahydropyrrolo[3,4-b]pyrrole-2(1H)-one N1C2C(CC1=O)CNC2